(6aR,9R)-9-[5-(4-fluorophenyl)-1,2,4-oxadiazol-3-yl]-6,6a,7,8,9,10-hexahydro-12H-pyrido[2,1-c][1,4]benzothiazepin-12-one FC1=CC=C(C=C1)C1=NC(=NO1)[C@@H]1CC[C@@H]2CSC3=C(C(N2C1)=O)C=CC=C3